COC1=CC=C(C=C1)C=1C(=C2N(N1)CCC2)C2=CC1=C(N=CS1)C=C2 6-(2-(4-Methoxyphenyl)-5,6-dihydro-4H-pyrrolo[1,2-b]pyrazol-3-yl)benzo[d]thiazole